8-((2-((3,4-dimethoxyphenyl)sulfonamido)ethyl)amino)naphthalene-1-sulfonic acid COC=1C=C(C=CC1OC)S(=O)(=O)NCCNC=1C=CC=C2C=CC=C(C12)S(=O)(=O)O